2-amino-7-fluorobenzo[b]thiophene-3-methanNitrile NC1=C(C2=C(S1)C(=CC=C2)F)C#N